(1R,2S,5S)-3-[2-(tert-butoxycarbonylamino)-3-ethoxy-3-methyl-butanoyl]-6,6-dimethyl-3-azabicyclo[3.1.0]hexane-2-carboxylic acid C(C)(C)(C)OC(=O)NC(C(=O)N1[C@@H]([C@H]2C([C@H]2C1)(C)C)C(=O)O)C(C)(C)OCC